FC(C)(F)C1=NN=C(O1)CN1C(=NC2=NC=C(C=C21)C=2C=CN1N=CN=C(C12)OC)C 1-((5-(1,1-difluoroethyl)-1,3,4-oxadiazol-2-yl)methyl)-6-(4-methoxypyrrolo[2,1-f][1,2,4]triazin-5-yl)-2-methyl-1H-imidazo[4,5-b]pyridine